2-chloro-6-butyl-1,4-naphthoquinone ClC=1C(C2=CC=C(C=C2C(C1)=O)CCCC)=O